FC(C(/C=C/[C@H]1[C@@H](C[C@H]2[C@@H]1CCC1=C(O2)C(=C(C=C1)C(=O)O)F)O)O)(C1=C(C=CC=C1)C)F (1R,2R,3aS,10aR)-1-[(1E,3ξ)-4,4-difluoro-3-hydroxy-4-(2-methylphenyl)-1-buten-1-yl]-5-fluoro-2-hydroxy-2,3,3a,9,10,10a-hexahydro-1H-benzo[b]cyclopenta[f]oxepin-6-carboxylic acid